1-(4-fluoro-2-methylphenyl)-3-(2-isopropyl-6-oxo-1,6-dihydropyridin-3-yl)-7-(trifluoromethyl)-2,3-dihydroquinazolin-4(1H)-one FC1=CC(=C(C=C1)N1CN(C(C2=CC=C(C=C12)C(F)(F)F)=O)C1=C(NC(C=C1)=O)C(C)C)C